CN1C(=CC=2C(=NC(=CC21)C2=CC=C(CN1[C@H]3CN([C@@H](C1)CC3)C(=O)OC(C)(C)C)C=C2)C)C2=CC=C(C=C2)S(=O)(=O)C tert-butyl (1R,4R)-5-(4-(1,4-dimethyl-2-(4-(methylsulfonyl) phenyl)-1H-pyrrolo[3,2-c]pyridin-6-yl)benzyl)-2,5-diazabicyclo[2.2.2]octane-2-carboxylate